N1C(=CC2=CC=CC=C12)CN1CCC(CC1)(O)C=1C=C2C(N(C(C2=CC1)=O)C1C(NC(CC1)=O)=O)=O 5-(1-((1H-indol-2-yl)methyl)-4-hydroxypiperidin-4-yl)-2-(2,6-dioxopiperidin-3-yl)isoindoline-1,3-dione